C1(CC1)COCC1=CC(=CS1)C1=CC(=C(OCCCC(=O)O)C(=C1)F)F 4-[4-(5-cyclopropylmethoxymethyl-thiophen-3-yl)-2,6-difluoro-phenoxy]-butyric acid